8-(1-(2,2-difluoroethyl)-1H-pyrazolo[3,4-b]pyrazin-6-yl)-2-(1-ethyl-6-oxo-1,6-dihydropyridin-3-yl)-2,8-diazaspiro[4.5]decan-1-one FC(CN1N=CC=2C1=NC(=CN2)N2CCC1(CCN(C1=O)C1=CN(C(C=C1)=O)CC)CC2)F